C(CCC)OC(=O)N(C)CC1=C(SC(=C1)F)C1=CC=C(C(=N1)C)O[C@@H]1C[C@H](CCC1)C(=O)O (1S,3S)-3-((6-(3-(((butoxycarbonyl)(methyl)amino)methyl)-5-fluorothiophen-2-yl)-2-methylpyridin-3-yl)oxy)cyclohexane-1-carboxylic acid